O1C=NC(=C1)COC1=CC=C(C=C1)C=1C=C(C(NC1C(F)(F)F)=O)C(=O)N 5-(4-(Oxazol-4-ylmethoxy)phenyl)-2-oxo-6-(trifluoromethyl)-1,2-dihydropyridine-3-carboxamide